6-(difluoromethyl)indazol-5-amine FC(C1=C(C=C2C=NNC2=C1)N)F